COC1=CC=C(C=C1)S(=O)(=O)N1N=C(C=C1)C(=O)NCC1=CC=NO1 1-(4-methoxybenzene-1-sulfonyl)-N-[(1,2-oxazol-5-yl)methyl]-1H-pyrazole-3-carboxamide